NCC=1C=C(C=C(C1)F)C=1C=CC2=C(C(=C(O2)C)COC2=C(C=CC(=C2)OC)CC(=O)O)C1 2-(2-((5-(3-(aminomethyl)-5-fluorophenyl)-2-methylbenzofuran-3-yl)methoxy)-4-methoxyphenyl)acetic acid